C(#N)CCCC#N 1,3-dicyanopropane